NC1=CC=C(C=C1)C=1N=C(N(N1)C1=CC=C(C=C1)OC(C(F)(F)F)(F)F)NC 5-(4-aminophenyl)-N-methyl-2-[4-(1,1,2,2,2-pentafluoroethoxy)phenyl]-1,2,4-triazol-3-amine